C(C)(C)(C)OC(=O)N1CC2=CC(=C(C(=C2CC1)Cl)C(=O)O)Cl 2-(tert-butoxycarbonyl)-5,7-dichloro-1,2,3,4-tetrahydroisoquinoline-6-carboxylic acid